C(#CC)C1CN(CCC1)C(=O)OC(C)(C)C tert-butyl 3-(prop-1-yn-1-yl)piperidine-1-carboxylate